IC1=CN(C=C1)C1=CC=CC=C1 3-iodo-1-phenyl-1H-pyrrole